ClC1=NC=C(C(=C1)C1=C(C=NC(=C1)C)C(=O)NC=1SC2=C(N1)CN(C2)C(=O)C2CC(C2)OC(C)C)OC 2'-Chloro-N-(5-(3-isopropoxycyclobutane-1-carbonyl)-5,6-dihydro-4H-pyrrolo[3,4-d]thiazol-2-yl)-5'-methoxy-6-methyl-[4,4'-bipyridine]-3-carboxamide